ClC1=C(CN2C(C(N(CC2)C(=O)Cl)=O)=O)C=CC(=C1OC)OC 4-(2-chloro-3,4-dimethoxybenzyl)-2,3-dioxopiperazine-1-carbonyl chloride